N-{1-[(7R)-6-{6-chloro-1H-pyrrolo[2,3-b]pyridin-4-yl}-7-methyl-5H,6H,7H,8H-pyrido[4,3-d]pyrimidin-4-yl]azetidin-3-yl}methanesulfonamide ClC1=CC(=C2C(=N1)NC=C2)N2CC1=C(N=CN=C1N1CC(C1)NS(=O)(=O)C)C[C@H]2C